ethyl 6-(benzylthio)-8-fluoroimidazo[1,2-a]pyridine-3-carboxylate C(C1=CC=CC=C1)SC=1C=C(C=2N(C1)C(=CN2)C(=O)OCC)F